O1C(CCCC1)N1N=CC(=C1)C1=CC=C(C2=C1N=CS2)C2=CN=C(N=N2)NC2C[C@@H]1CCC[C@H](C2)N1C(=O)OC(C)(C)C tert-butyl (1S,5R)-3-[[6-[4-(1-tetrahydropyran-2-ylpyrazol-4-yl)-1,3-benzothiazol-7-yl]-1,2,4-triazin-3-yl]amino]-9-azabicyclo[3.3.1]-nonane-9-carboxylate